FC(C(=CF)F)(F)F 1,1,1,2,3-Pentafluoropropen